(8R,9S,10S)-10-(aminomethyl)-N-(4-methoxyphenyl)-9-(4-(phenylethynyl)phenyl)-1,6-diazabicyclo[6.2.0]decane-6-carboxamide NC[C@@H]1[C@@H]([C@@H]2CN(CCCCN12)C(=O)NC1=CC=C(C=C1)OC)C1=CC=C(C=C1)C#CC1=CC=CC=C1